3-(((1,4-dihydroquinazolin-2-yl)thio)methyl)-6-(3-fluorobenzyl)-5,6-dihydroimidazo[2,1-b]thiazole dihydrochloride Cl.Cl.N1C(=NCC2=CC=CC=C12)SCC=1N2C(SC1)=NC(C2)CC2=CC(=CC=C2)F